benzyl 6-phenyl-6-[[4-(trifluoromethoxy) phenyl] sulfonylamino]-4-azaspiro[2.5]octane-4-carboxylate C1(=CC=CC=C1)C1(CN(C2(CC2)CC1)C(=O)OCC1=CC=CC=C1)NS(=O)(=O)C1=CC=C(C=C1)OC(F)(F)F